C1(=CC=C(C=C1)NC1=CC=C(C=C1)B(O)O)C1=CC=CC=C1 4-(biphenyl-4-ylamino)phenylboronic acid